C(CCCCCCC\C=C/C[C@H](O)CCCCCC)(=O)O[C@@H]1C[C@@H]2CC[C@H]3[C@@H]4CC[C@H]([C@@H](CC[C@H](C(C)C)C)C)[C@]4(CC[C@@H]3[C@]2(CC1)C)C campestanol ricinoleate